F[C@H]1CN(CCC1)C1=C(C=C(C#N)C=C1)[N+](=O)[O-] (R)-4-(3-Fluoropiperidin-1-yl)-3-nitrobenzonitrile